N1C=C(C=2C1=NC=CC2)C2CCN(CC2)C=2C=CC1=C(N=C(O1)N1CCOCC1)C2 5-(4-(1H-pyrrolo[2,3-b]pyridin-3-yl)piperidin-1-yl)-2-morpholinobenzo[d]oxazole